3-(2-((Decanoyloxy)(phenyl)methoxy)-2,2-diphenylacetoxy)spiro[bicyclo[3.2.1]octane-8,1'-pyrrolidin]-8-ium trifluoroacetate FC(C(=O)[O-])(F)F.C(CCCCCCCCC)(=O)OC(OC(C(=O)OC1CC2CCC(C1)[N+]21CCCC1)(C1=CC=CC=C1)C1=CC=CC=C1)C1=CC=CC=C1